Tert-butyl 4-[(4-chloro-2-iodo-benzoyl)-[(4-methoxyphenyl)methyl]amino]-3,6-dihydro-2H-pyridine-1-carboxylate ClC1=CC(=C(C(=O)N(C=2CCN(CC2)C(=O)OC(C)(C)C)CC2=CC=C(C=C2)OC)C=C1)I